ClC1=C(C(=CC=C1)F)NC(=O)C1=CC(=C(C=C1O[C@H](C(F)(F)F)C)C1=NN(C(=C1)C(=O)OC)C1CC1)F (S)-Methyl 3-(4-((2-chloro-6-fluorophenyl)carbamoyl)-2-fluoro-5-((1,1,1-trifluoropropan-2-yl)oxy)phenyl)-1-cyclopropyl-1H-pyrazole-5-carboxylate